6-(difluoromethyl)pyrimidin-4-amine hydrochloride Cl.FC(C1=CC(=NC=N1)N)F